ClC1=C(C(=O)NC=2C(=NNC2)C(=O)NC2CCNCC2)C(=CC=C1)Cl 4-(2,6-dichlorobenzamido)-N-(piperidin-4-yl)-1H-pyrazole-3-carboxamide